N-{(6R)-7,7-difluoro-2-[6-methyl-4-(2,4,6-trifluorophenyl)-1,2-benzoxazol-3-yl]-3-oxo-2,5,6,7-tetrahydro-3H-pyrrolo[1,2-c]imidazol-6-yl}methanesulfonamide FC1([C@@H](CN2C(N(C=C21)C2=NOC1=C2C(=CC(=C1)C)C1=C(C=C(C=C1F)F)F)=O)NS(=O)(=O)C)F